(2S)-2-[9H-fluoren-9-ylmethoxycarbonyl(methyl)amino]-3-(5-Methoxypyridin-3-yl)propanoic acid C1=CC=CC=2C3=CC=CC=C3C(C12)COC(=O)N([C@H](C(=O)O)CC=1C=NC=C(C1)OC)C